C1(CCC1)NC(C[C@H](CCN1CCCCC1)NC(=O)C1=NN(C(=C1)C1=C(C=CC=C1C)C)C1CCCC1)=O (3S)-N-cyclobutyl-3-{[1-cyclopentyl-5-(2,6-dimethylphenyl)-1H-pyrazol-3-yl]formamido}-5-(piperidin-1-yl)pentanamide